3-((3,5-difluoro-[1,1'-biphenyl]-4-yl)methyl)-1,2,4-thiadiazole FC=1C=C(C=C(C1CC1=NSC=N1)F)C1=CC=CC=C1